COC1=C(C(=CC=C1)OCC1CNCCS1)C1=CC(=NN1)NC=1N=CC(=NC1)C#N 5-[[5-[2-methoxy-6-(thiomorpholin-2-ylmethoxy)phenyl]-1H-pyrazol-3-yl]amino]pyrazine-2-carbonitrile